1-(methylpiperidin-2-ylmethyl)-3-(2-iodo-5-nitrobenzoyl)indole CC(N1C=C(C2=CC=CC=C12)C(C1=C(C=CC(=C1)[N+](=O)[O-])I)=O)C1NCCCC1